4-fluoro-3-(trifluoromethyl)phenylacetonitrile FC1=C(C=C(C=C1)CC#N)C(F)(F)F